C1(CC1)C1=CC2=C(N=C(N=C2)NC2=CC=C(C=C2)N2CCC(CC2)C(=O)N)N1C1=NC(=CC=C1)C(C)(C)O 1-(4-((6-cyclopropyl-7-(6-(2-hydroxypropan-2-yl)pyridin-2-yl)-7H-pyrrolo[2,3-d]pyrimidin-2-yl)amino)phenyl)piperidine-4-carboxamide